2-ethylamino-1-(3,4-methylenedioxyphenyl)pentane C(C)NC(CC1=CC2=C(C=C1)OCO2)CCC